Rac-(7,10-dioxadispiro[2.2.46.23]dodecane-4-yl)methylamine C1CC12[C@@H](CC1(OCCO1)CC2)CN |r|